C(C)(C)(C)OC(=O)N1CCC(CC1)OC1=CC2=C(N=C(NC2=O)C=2C=C(C=3N(N2)C=C(N3)C)C)S1 4-[[2-(2,8-dimethylimidazo[1,2-b]pyridazin-6-yl)-4-keto-3H-thieno[2,3-d]pyrimidin-6-yl]oxy]piperidine-1-carboxylic acid tert-butyl ester